BrCC1=CC=C(C=O)O1 5-(bromomethyl)furfural